C1(=CC=CC=C1)[C@@H]1NC2=CC=CC=C2[C@@H](C1)C(=O)[O-] |o1:6,14| (2R*,4R*)-2-phenyl-1,2,3,4-tetrahydroquinoline-4-carboxylate